OC1=C2C=CC(OC2=CC=C1C=NC1=CC=C(C=C1)NS(=O)(=O)C1CC1)(C)C N-(4-(((5-hydroxy-2,2-dimethyl-2H-chromen-6-yl)methylene)amino)phenyl)cyclopropanesulfonamide